3-(3,4-dihydroxyphenyl)-propionic acid OC=1C=C(C=CC1O)CCC(=O)O